trifluoro(methoxymethyl)boranuide F[B-](COC)(F)F